NC(CC(=O)O)(C)C 3-AMINO-3-METHYL-BUTYRIC ACID